methyl (R)-2-(2-chloro-5-formyl phenoxy)propanoate ClC1=C(O[C@@H](C(=O)OC)C)C=C(C=C1)C=O